N1C=CC2=CC=C(C=C12)N 1H-indol-6-amine